(exo-3-(4-(2-oxo-4-(piperazine-1-carboxamido)pyrimidin-1(2H)-yl)benzyl)-3-azabicyclo[3.1.0]hexan-6-yl)carbamate O=C1N(C=CC(=N1)NC(=O)N1CCNCC1)C1=CC=C(CN2CC3C(C3C2)NC([O-])=O)C=C1